(R)-(7-bromochroman-3-yl)carbamic acid benzyl ester C(C1=CC=CC=C1)OC(N[C@H]1COC2=CC(=CC=C2C1)Br)=O